C1(CC1)C1=NC=NC(=C1C1=NN2C(N(CCC2)CC2=CC=C(C=C2)N2N=C(C=C2OC)C(F)(F)F)=C1)OC 2-(4-cyclopropyl-6-methoxypyrimidin-5-yl)-4-(4-(5-methoxy-3-(trifluoromethyl)-1H-pyrazol-1-yl)benzyl)-6,7-dihydropyrazolo[1,5-a]pyrimidin